NC1=NC(=CC(=N1)C1=NN(C=C1CC1=C(OCCN2CC(NCC2)=O)C=CC=C1)C(F)F)Cl 4-[2-[2-[[3-(2-amino-6-chloro-pyrimidin-4-yl)-1-(difluoromethyl)pyrazol-4-yl]methyl]phenoxy]ethyl]piperazin-2-one